N-(4-{[2-(dimethylamino)ethanesulfonyl]methyl}phenyl)-7-{8-methyl-1H,2H,3H-pyrido[2,3-b][1,4]oxazin-7-yl}-5H,6H,7H,8H-pyrido[3,4-d]pyrimidin-2-amine CN(CCS(=O)(=O)CC1=CC=C(C=C1)NC=1N=CC2=C(N1)CN(CC2)C2=C(C1=C(OCCN1)N=C2)C)C